ClC=1C=C2C=C(N(C2=CC1OC)S(=O)(=O)C1=CC=C(C)C=C1)C(C)=O 1-(5-chloro-6-methoxy-1-tosyl-1H-indol-2-yl)ethan-1-one